Diheliomethane [HeH]C[HeH]